methyl-triazolium C[N+]=1NN=CC1